ClC1=C(C=C(C=2C3=C(NC12)CCNC([C@@H]3C)=O)CC#N)Cl (R)-2-(7,8-Dichloro-1-methyl-2-oxo-1,2,3,4,5,6-hexahydroazepino[4,5-b]indol-10-yl)acetonitrile